C1(CCC1)COC1(C(CC2=CC=CC(=C12)SC(F)(F)F)(F)F)O (cyclobutylmethoxy)-2,2-difluoro-7-(trifluoromethylsulfanyl)-2,3-dihydro-1H-inden-1-ol